O=C1NC(CCC1N1C(C2=CC=C(C=C2C1)O[C@H]1C[C@@H](N(CC1)C(=O)OC(C)(C)C)C)=O)=O tert-butyl (2S,4R)-4-[2-(2,6-dioxo-3-piperidyl)-1-oxo-isoindolin-5-yl]oxy-2-methyl-piperidine-1-carboxylate